nickel manganese tin [Sn].[Mn].[Ni]